(1S,3aR,4S,7R,7aS)-N-((S)-1-cyano-2-((S)-2-oxopyrrolidin-3-yl)ethyl)-2-((S)-2-(furan-2-carboxamido)-3,3-dimethylbutanoyl)-2,3,3a,4,7,7a-hexahydro-1H-4,7-methanoisoindole-1-carboxamide C(#N)[C@H](C[C@H]1C(NCC1)=O)NC(=O)[C@H]1N(C[C@@H]2[C@@H]3C=C[C@H]([C@H]12)C3)C([C@H](C(C)(C)C)NC(=O)C=3OC=CC3)=O